tertbutyl (1-aminopropan-2-yl)carbamate NCC(C)NC(OC(C)(C)C)=O